8-(2-(difluoromethyl)-2H-1,2,3-triazol-4-yl)-2-fluoro-8-methyl-7,8-dihydro-6H-cyclopenta[e]pyrazolo[1,5-a]pyrimidine-6-carboxylic acid methyl ester COC(=O)C1CC(C2=C1C=NC=1N2N=C(C1)F)(C)C1=NN(N=C1)C(F)F